C(#N)C=1C=C(C=CC1F)N1N=CC(=C1C(F)(F)F)C(=O)NC=1C=NC(=C(C1)C#N)N1N=CC=N1 1-(3-cyano-4-fluorophenyl)-N-(5-cyano-6-(2H-1,2,3-triazol-2-yl)pyridin-3-yl)-5-(trifluoromethyl)-1H-pyrazole-4-carboxamide